CC(C)C1CCC(CC1)(C1=CC=C(C=C1)O)C1=CC=C(C=C1)O 4,4'-[4-(1-methylethyl)cyclohexylidene]bisphenol